(S)-8-Cyclopentyl-N-(1-(3-(1-(4-fluorophenyl)-1H-pyrazol-4-yl)phenyl)ethyl)-7H-purine-6-carBoxamide C1(CCCC1)C1=NC2=NC=NC(=C2N1)C(=O)N[C@@H](C)C1=CC(=CC=C1)C=1C=NN(C1)C1=CC=C(C=C1)F